C(C=C)(=O)OCOB(OCOC(C=C)=O)OCOC(C=C)=O (boranetriyltris(oxy))tris(methylene) triacrylate